5-(4-chlorophenyl)-1-(2,4-dichlorophenyl)-4-methyl-N-1-piperidinyl-1H-pyrazole-3-carboxamide ClC1=CC=C(C=C1)C1=C(C(=NN1C1=C(C=C(C=C1)Cl)Cl)C(=O)NN1CCCCC1)C